Methyl 2-(bromomethyl)-5-chloro-quinoline-4-carboxylate BrCC1=NC2=CC=CC(=C2C(=C1)C(=O)OC)Cl